2-(3-(2-(3-hydroxyphenyl)imidazo[4,5-d]pyrrolo[2,3-b]pyridin-1(6H)-yl)pyrrolidin-1-yl)acetonitrile OC=1C=C(C=CC1)C1=NC=2C(=C3C(=NC2)NC=C3)N1C1CN(CC1)CC#N